CS(=O)(=O)OCC(CCC(=O)C=1NN=C2C1CN(CC2)C(=O)OC(C)(C)C)=C tert-Butyl 3-(4-(((methylsulfonyl)oxy)methyl)pent-4-enoyl)-6,7-dihydro-2H-pyrazolo-[4,3-c]pyridine-5(4H)-carboxylate